C(C)(=O)N1CCC(CC1)NCC1=C(C=C(C=C1)C1=NC=CC(=C1C)C=1C(=C(C=CC1)C1=CC=C(C(=N1)OC)CNC1CCN(CC1)C(C)=O)Cl)OC 1-(4-(((6-(3-(2-(4-(((1-Acetylpiperidin-4-yl)amino)methyl)-3-methoxyphenyl)-3-methylpyridin-4-yl)-2-chlorophenyl)-2-methoxypyridin-3-yl)methyl)amino)piperidin-1-yl)ethan-1-one